C(C1=CC=CC=C1)N(C)C N-benzyldimethyl-amine